Di(naphthalene-1-yl)-N,N'-diphenyl-benzidine methyl-7-ethyl-7H-pyrrolo[2,3-c]pyridazine-3-carboxylate COC(=O)C1=CC2=C(N=N1)N(C=C2)CC.C2(=CC=CC1=CC=CC=C21)N(C2=CC=C(C1=CC=C(N(C3=CC=CC=C3)C3=CC=CC4=CC=CC=C34)C=C1)C=C2)C2=CC=CC=C2